C(#N)C1=C(C=C(C2=C1CCO2)C2=CC=C(C=C2)S(F)(F)(F)(F)F)NCC(C(=O)O)=C 2-[[[4-cyano-7-[4-(pentafluoro-lambda6-sulfanyl)phenyl]-2,3-dihydrobenzofuran-5-yl]amino]methyl]prop-2-enoic acid